FC1=C(C=CC(=C1OC)OC)C=1C=C(C=NC1)C1CB(OC1)O 4-(5-(2-Fluoro-3,4-dimethoxyphenyl)pyridin-3-yl)-1,2-oxaborolan-2-ol